NC1=C(C(=CC=C1)F)C1=C(C=C2C(=NC=NN2C1=O)N1[C@H](CNCC1)C)Cl (S)-7-(2-Amino-6-fluorophenyl)-6-chloro-4-(2-methylpiperazin-1-yl)-8H-pyrido[2,1-f][1,2,4]triazin-8-one